3-[(Z)-[4-amino-8-(trans-4-aminocyclohexyloxy)spiro[benzo[h]quinazolin-5,1'-cyclopentane]-6-ylidene]amino]oxypropionitrile NC1=NC=NC=2C3=C(\C(\C4(CCCC4)C12)=N/OCCC#N)C=C(C=C3)O[C@@H]3CC[C@H](CC3)N